prop-2-yn-1-yl (4-(hydroxymethyl)phenyl)carbamate OCC1=CC=C(C=C1)NC(OCC#C)=O